Natrium calcium edetat C(N(CC(=O)[O-])CC(=O)O)CN(CC(=O)[O-])CC(=O)[O-].[Ca+2].[Na+]